(E)-N-(3,4-difluoro-2-(4-fluorophenoxy)phenyl)-3-(2,2-difluorobenzo[d][1,3]dioxol-5-yl)acrylamide FC=1C(=C(C=CC1F)NC(\C=C\C1=CC2=C(OC(O2)(F)F)C=C1)=O)OC1=CC=C(C=C1)F